N1CC(C1)CC1CC(C1)N(C(C1=CC(=C(C=C1)NC1=NC=2N([C@@H](C(N(C2C=N1)C)=O)CC)C1CCCC1)OC)=O)C N-[3-(azetidin-3-ylmethyl)cyclobutyl]-4-[[(7R)-8-cyclopentyl-7-ethyl-5-methyl-6-oxo-7H-pteridin-2-yl]amino]-3-methoxy-N-methyl-benzamide